CS(=O)(=O)C=1C=NN(C1)CC=O 2-(4-(methylsulfonyl)-1H-pyrazol-1-yl)ethan-1-one